N~2~-acetyl-N~6~-[(9H-fluoren-9-ylmethoxy)carbonyl]-L-lysyl-L-valyl-N~5~-carbamoyl-N-[4-({[(4-nitrophenoxy)carbonyl]oxy}methyl)phenyl]-L-ornithinamide C(C)(=O)N[C@@H](CCCCNC(=O)OCC1C2=CC=CC=C2C=2C=CC=CC12)C(=O)N[C@@H](C(C)C)C(=O)N[C@@H](CCCNC(N)=O)C(=O)NC1=CC=C(C=C1)COC(=O)OC1=CC=C(C=C1)[N+](=O)[O-]